FC=1C=C2C(=CNC(C2=CC1F)=O)[C@@H](C)N(C(=O)C1=NNC2=CC=CC=C12)C (R)-N-(1-(6,7-difluoro-1-oxo-1,2-dihydroisoquinolin-4-yl)ethyl)-N-methyl-1H-indazole-3-carboxamide